C(C)(C)(C)C1=CC=CC=2C(COC21)(C)C 7-tert-butyl-2,3-dihydro-3,3-dimethylbenzofuran